C[C@@]12OO[C@]34[C@@H](CC1)[C@@H](CC[C@H]3[C@H]([C@@H](O[C@@H]4O2)C(=O)NCC=2C=NC=CC2)C)C (3R,5aS,6R,8aS,9R,10R,12R,12aR)-3,6,9-trimethyl-N-[(pyridin-3-yl)methyl]decahydro-12H-3,12-epoxypyrano[4,3-j][1,2]benzodioxepin-10-carboxamide